CC1=C(C(=CC=C1)C)C1=CC(OC2=CC(=CC=C12)N(CC(=O)O)C)=O N-(4-(2,6-dimethylphenyl)-2-oxo-2H-chromen-7-yl)-N-methylglycine